N-(1-(3'-fluoro-2'-methoxy-[2,4'-bipyridin]-5-yl)cyclopropyl)-1-methyl-3-(trifluoromethyl)-1H-pyrazole-5-carboxamide FC=1C(=NC=CC1C1=NC=C(C=C1)C1(CC1)NC(=O)C1=CC(=NN1C)C(F)(F)F)OC